1-(2-amino-6-methylpyridin-3-yl)ethan-1-one NC1=NC(=CC=C1C(C)=O)C